((7-bromo-3-chloroisoquinolin-5-yl)sulfonyl)-N,N-dimethylformamide BrC1=CC(=C2C=C(N=CC2=C1)Cl)S(=O)(=O)C(=O)N(C)C